CC1(C(C1)C(=O)NC1=CC(=C(N=N1)C(=O)NC([2H])([2H])[2H])NC1=NC=CC(=C1OC)C1=NN(N=C1)C)C 6-(2,2-dimethylcyclopropane-1-carboxamido)-4-((3-methoxy-4-(2-methyl-2H-1,2,3-triazol-4-yl)pyridin-2-yl)amino)-N-(methyl-d3)pyridazine-3-carboxamide